C1(CC12CNCC2)NC(OC(C)(C)C)=O tert-butyl 5-azaspiro[2.4]heptane-1-ylcarbamate